C(C=C)(=O)N1CCC(CC1)C1=NNC2=NC=NC(=C21)NC2=C(C=C(OC1=CC(=NC=C1)NC(=O)C1CCCC1)C=C2)F N-(4-(4-((3-(1-acryloylpiperidin-4-yl)-1H-pyrazolo[3,4-d]pyrimidin-4-yl)amino)-3-fluorophenoxy)pyridin-2-yl)cyclopentanecarboxamide